N1=CC=C(C=C1)CCC(=O)[O-] 3-(pyridine-4-yl)propanoate